2-{4-[4-(1,3-dioxolan-2-yl)-2-methoxyphenoxymethyl]-3-(trifluoromethyl)phenyl}-2-methylpropionic acid methyl ester COC(C(C)(C)C1=CC(=C(C=C1)COC1=C(C=C(C=C1)C1OCCO1)OC)C(F)(F)F)=O